7-((4-(2-chloro-6-(methylcarbamoyl)pyridin-3-yl)piperazin-1-yl)methyl)-3,5-dihydrofuro[3,4-c]quinolin-4(1H)-one ClC1=NC(=CC=C1N1CCN(CC1)CC=1C=CC=2C3=C(C(NC2C1)=O)COC3)C(NC)=O